ClC=1C(=CN2C1C(N(CC2)C)=O)C2=CC=NC=C2 8-chloro-2-methyl-7-(pyridin-4-yl)-3,4-dihydropyrrolo[1,2-a]pyrazin-1(2H)-one